NC=1C(NC2=CC(=C(N=C2C1C1=C2C=NNC2=C(C=C1)F)C1CNC1)C)=O 3-Amino-6-(azetidin-3-yl)-4-(7-fluoro-1H-indazol-4-yl)-7-methyl-1,5-naphthyridin-2(1H)-one